1,2,3-Trifluoro-4-methyl-5-nitrobenzene FC1=C(C(=C(C(=C1)[N+](=O)[O-])C)F)F